8-(4-chlorophenyl)-2-ethoxy-6-(2,3-Dihydrobenzofuran-5-yl)pteridin-7(8H)-one ClC1=CC=C(C=C1)N1C(C(=NC=2C=NC(=NC12)OCC)C=1C=CC2=C(CCO2)C1)=O